methyl (3R)-1-[(4S)-2-[[2-chloro-3-(4,4,5,5-tetramethyl-1,3,2-dioxaborolan-2-yl)phenyl]carbamoyl]-4,5,6,7-tetrahydropyrazolo[1,5-a]pyridin-4-yl]pyrrolidine-3-carboxylate ClC1=C(C=CC=C1B1OC(C(O1)(C)C)(C)C)NC(=O)C1=NN2C([C@H](CCC2)N2C[C@@H](CC2)C(=O)OC)=C1